NC[C@](C(F)(F)F)(O)C |r| racemic-3-Amino-1,1,1-trifluoro-2-methylpropan-2-ol